ClC1=C(C(=CC(=C1)C1=NC(=CC=C1)OCC1CC1)F)N1CCC(CC1)CC(=O)O 2-[1-[2-chloro-4-[6-(cyclopropylmethoxy)-2-pyridyl]-6-fluoro-phenyl]-4-piperidyl]acetic acid